C(C)(C)(C)N(C(=O)OCCNC1=CC=CC=C1)CCC1=CC(=CC=2C3=CC(=CC=C3NC12)Cl)NC1=C(C=NC=C1Cl)Cl 2-(phenylamino)ethane-1-ol tert-Butyl-2-(6-chloro-3-(3,5-dichloropyridin-4-ylamino)-9H-carbazol-1-yl)ethylcarbamate